9-(2-((3,4-dimethylphenyl)(methyl)amino)pyrimidin-5-yl)-6,7-dimethoxynaphtho[2,3-c]furan-1(3H)-one CC=1C=C(C=CC1C)N(C1=NC=C(C=N1)C1=C2C=C(C(=CC2=CC2=C1C(OC2)=O)OC)OC)C